(3S)-1-(4-chloro-3-fluorophenyl)pyrrolidine-3-carboxamide ClC1=C(C=C(C=C1)N1C[C@H](CC1)C(=O)N)F